(R)-1,2-propylene glycol C([C@@H](C)O)O